BrC1=C(CN(C(OC(C)(C)C)=O)CC(C)(C)C2=NC(=CC=C2[N+](=O)[O-])OC)C=C(C=C1)F tert-Butyl (2-bromo-5-fluorobenzyl)(2-(6-methoxy-3-nitropyridin-2-yl)-2-methylpropyl)carbamate